3-(3-((6-(2-methylfuran-3-ylmethoxy)pyridin-3-yl)methyl)isoxazol-5-yl)pyridin-2-amine CC=1OC=CC1COC1=CC=C(C=N1)CC1=NOC(=C1)C=1C(=NC=CC1)N